C12C(CC(CC1)N2)O 7-azabicyclo[2.2.1]heptan-2-ol